ClC=1C=C(C=CC1)C1N=C(CC1)NNC(=O)OC methyl 2-(2-(3-chlorophenyl)-3,4-dihydro-2H-pyrrol-5-yl)hydrazine-1-carboxylate